FC=1C(=C(C=CC1F)[C@H]1[C@@H](O[C@]([C@H]1C)(C(F)(F)F)C)C(=O)NC=1C=NC(=CC1)[C@H](C)O)OC (2R,3S,4S,5R)-3-(3,4-difluoro-2-methoxyphenyl)-N-(6-((S)-1-hydroxyethyl)pyridin-3-yl)-4,5-dimethyl-5-(trifluoromethyl)tetrahydrofuran-2-carboxamide